5-(1-((2,4-diaminopyrimidin-5-yl)methyl)indolin-5-yl)thiophene-2-carboxylic acid NC1=NC=C(C(=N1)N)CN1CCC2=CC(=CC=C12)C1=CC=C(S1)C(=O)O